(E)-3-(1-Hydroxy-3H-2,1-benzoxaborol-6-yl)-1-(4-hydroxyphenyl)prop-2-en-1-one OB1OCC2=C1C=C(C=C2)/C=C/C(=O)C2=CC=C(C=C2)O